6-chloro-N-((6-fluoro-1-(triisopropylsilyl)-1H-indol-5-yl)methyl)pyrimidin-4-amine ClC1=CC(=NC=N1)NCC=1C=C2C=CN(C2=CC1F)[Si](C(C)C)(C(C)C)C(C)C